1-vinyl-3-butylimidazole chloride salt [Cl-].C(=C)N1CN(C=C1)CCCC